S(C)(=O)(=O)O.COC1=C(CNC2=C3NC=NC3=NC=N2)OC=C1 6-(3-methoxyfurfurylamino)purine mesylate